5-benzyl-N-(4-(5-((8-hydroxyoctyl)oxy)-2-methylphenyl)pyridin-2-yl)-4H-1,2,4-triazole-3-carboxamide C(C1=CC=CC=C1)C=1NC(=NN1)C(=O)NC1=NC=CC(=C1)C1=C(C=CC(=C1)OCCCCCCCCO)C